5-[(4R,10aS)-8-[(3-fluoro-5-piperazin-1-yl-2-pyridyl)methyl]-4-methyl-1,3,4,6,7,9,10,10a-octahydropyrazino[1,2-d][1,4]diazepin-2-yl]quinoline-8-carbonitrile FC=1C(=NC=C(C1)N1CCNCC1)CN1CCN2[C@@H](CC1)CN(C[C@H]2C)C2=C1C=CC=NC1=C(C=C2)C#N